(4-fluoro-1,2-dimethyl-1H-indol-5-yl)-5-(4-fluoropiperidine-1-carbonyl)-2,3-dimethoxy-1,7-naphthyridin-8(7H)-one FC1=C2C=C(N(C2=CC=C1C1=C(C(=NC=2C(NC=C(C12)C(=O)N1CCC(CC1)F)=O)OC)OC)C)C